2-(3-acetyl-5-(pyridin-3-yl)-1H-indol-1-yl)-N-(2-((3-chloro-2-fluorophenylmethyl)amino)-2-oxoethyl)-N-isopropylacetamide C(C)(=O)C1=CN(C2=CC=C(C=C12)C=1C=NC=CC1)CC(=O)N(C(C)C)CC(=O)NCC1=C(C(=CC=C1)Cl)F